tetrastearoxyTitanium C(CCCCCCCCCCCCCCCCC)O[Ti](OCCCCCCCCCCCCCCCCCC)(OCCCCCCCCCCCCCCCCCC)OCCCCCCCCCCCCCCCCCC